[N-](S(=O)(=O)C(F)(F)F)S(=O)(=O)C(F)(F)F.C(CCCCC)N1CC=CC=C1 1-hexylpyridine bistrifluoromethanesulfonimide salt